C(C=C)OC(=O)NC=1C(=CC(=C(OCCCC(=O)OC)C1)OC)C(=O)N1[C@@H](CCCC1)CO Methyl (S)-4-(5-(((allyloxy)carbonyl)amino)-4-(2-(hydroxymethyl)-piperidine-1-carbonyl)-2-methoxyphenoxy)butanoate